2-hydroxy-4-morpholinobenzaldehyde OC1=C(C=O)C=CC(=C1)N1CCOCC1